(3aR,6aS)-hexahydro-1H-furo[3,4-c]pyrrole hydrochloride Cl.C1OC[C@@H]2[C@H]1CNC2